6-(3,5-dimethoxyphenyl)-4,5,6,7-tetrahydro-1H-indazole COC=1C=C(C=C(C1)OC)C1CCC=2C=NNC2C1